BrC=1C(=C(C(=CC1)C1=CC=NN1C)NC(OC(C)(C)C)=O)F tert-butyl (3-bromo-2-fluoro-6-(1-methyl-1H-pyrazol-5-yl)phenyl)carbamate